NC=1C=CC(=C(C1)S(=O)(=O)NCC1=NC=CC=C1)C 5-amino-2-methyl-N-(pyridin-2-ylmethyl)benzenesulfonamide